5-(benzylamino)-2-(2-hydroxy-2-methyl-propyl)-6-(2-isopropylphenyl)pyridazin-3-one C(C1=CC=CC=C1)NC1=CC(N(N=C1C1=C(C=CC=C1)C(C)C)CC(C)(C)O)=O